Benzyl tert-butyl (1R,3S)-cyclopentane-1,3-diylbiscarbamate [C@@H]1(C[C@H](CC1)NC(OC(C)(C)C)=O)NC(OCC1=CC=CC=C1)=O